1-(8-fluoro-2-methyl-1-oxo-1,2-dihydroisoquinolin-5-yl)prop-2-yn-1-yl acetate C(C)(=O)OC(C#C)C1=C2C=CN(C(C2=C(C=C1)F)=O)C